trans-1-(3-(5-fluoro-2-((4-hydroxycyclohexyl)amino)pyrimidin-4-yl)phenyl)piperidin-2-one FC=1C(=NC(=NC1)N[C@@H]1CC[C@H](CC1)O)C=1C=C(C=CC1)N1C(CCCC1)=O